C1(=CC=CC=C1)C1=NC(=NC(=N1)C1=CC=CC=C1)C1=CC=C(C=C1)C1=C(C(=NC=C1N1C2=C(C3=CC=CC=C13)C=CN=C2)N2C1=C(C3=CC=CC=C23)C=CN=C1)N1C2=C(C3=CC=CC=C13)C=CN=C2 9,9',9''-(4-(4-(4,6-diphenyl-1,3,5-triazin-2-yl)phenyl)pyridine-2,3,5-triyl)tris(9H-pyrido[3,4-b]indole)